3'-(2,4-dihydroxy-5-isopropyl-N-methylbenzamido)-N-((4,6-dimethyl-2-oxo-1,2-dihydropyridin-3-yl)methyl)-5-(ethyl(tetrahydro-2H-pyran-4-yl)amino)-4-methyl-[1,1'-biphenyl]-3-carboxamide OC1=C(C(=O)N(C)C=2C=C(C=CC2)C2=CC(=C(C(=C2)N(C2CCOCC2)CC)C)C(=O)NCC=2C(NC(=CC2C)C)=O)C=C(C(=C1)O)C(C)C